O[C@H]1C[C@@H](N(C1)C(=O)C1(CCCC1)C1=CC=C(C=C1)OC)C(=O)NC1=C2C=NN(C2=CC=C1)C(=O)OC(C)(C)C tert-Butyl 4-{[(4S)-4-hydroxy-1-{[1-(4-methoxyphenyl)cyclopentyl]carbonyl}-D-prolyl]amino}-1H-indazole-1-carboxylate